C(C)OCC(CCCCCCCCN)(C)C 10-ethoxy-9,9-dimethyl-1-decylamine